tert-butyl 5-(6-aminopyridin-3-yl)hexahydropyrrolo[3,4-c]pyrrole-2(1H)-carboxylate NC1=CC=C(C=N1)N1CC2C(C1)CN(C2)C(=O)OC(C)(C)C